(3aS,7aS)-3a-(3,4-dimethoxyphenyl)-1,6-dimethyl-2,3,3a,4,7,7a-hexahydro-1H-indole COC=1C=C(C=CC1OC)[C@@]12CCN([C@H]2CC(=CC1)C)C